(2S)-9-(Hydroxy(4-phenoxy-2-(trifluoromethyl)phenyl)methyl)-2-(methoxymethyl)-2-methyl-1,2,4,7-Tetrahydro-3H-pyrrolo[3',2':5,6]pyrido[3,4-b]pyrazin-3-one OC(C1=CNC2=C1C1=C(NC([C@](N1)(C)COC)=O)C=N2)C2=C(C=C(C=C2)OC2=CC=CC=C2)C(F)(F)F